ClC=1C=C2C(=CNC2=CC1)C(=O)C1=CC=CC2=CC=CC=C12 (5-chloro-1H-indol-3-yl)(naphthalen-1-yl)methanone